C(N)(OC=1N=NC=CC1)=O pyridazin-3-yl carbamate